C1(CC1)NC(C1=C(C=CC=C1)SC1=CC=C2C(=NNC2=C1)\C=C\C1=NC(=CC=C1)CN1CCCC1)=O N-cyclopropyl-2-({3-[(E)-2-{6-[(pyrrolidin-1-yl)methyl]pyridin-2-yl}vinyl]-1H-indazol-6-yl}thio)benzamide